(3Z)-3-decenyl-magnesium chloride C(C\C=C/CCCCCC)[Mg]Cl